1-Cyclopropyl-N-((1,2,3,5,6,7-hexahydro-s-indacen-4-yl)carbamoyl)pyrrolidine-3-sulfonamide, potassium salt [K].C1(CC1)N1CC(CC1)S(=O)(=O)NC(NC1=C2CCCC2=CC=2CCCC12)=O